C[Si](C#CC1=CC=C(C=N1)OB(O)O)(C)C [6-(2-trimethylsilylethynyl)-3-pyridyl]Boric acid